C(C1=CC=CC=C1)C12N=C(N=C(C2=NC(=N1)O)N)OCCOC 4-benzyl-8-hydroxy-2-(2-methoxy-ethoxy)adenine